NC1=C2N=CN(C2=NC=N1)C[C@@H](C)OCP(OCCCSCCCCCCCCCCCC#CC1CCCC1)(O)=O 3-((13-cyclopentyltridec-12-yn-1-yl)thio)propyl hydrogen ((((R)-1-(6-amino-9H-purin-9-yl)propan-2-yl)oxy)methyl)phosphonate